(1S,4S,5R)-5-[[5-cyclopropyl-3-(oxazolidin-4-yl)-1,2-oxazol-4-yl]methoxy]-2-azabicyclo[2.2.1]heptane C1(CC1)C1=C(C(=NO1)C1NCOC1)CO[C@H]1[C@@H]2CN[C@H](C1)C2